The molecule is a racemate composed of equal amounts of (R)- and (S)-proglumide. A non-selective CCK antagonist that was used primarily for treatment of stomach ulcers, but has been replaced by newer drugs. It has a role as a drug metabolite, a xenobiotic metabolite, a cholinergic antagonist, an anti-ulcer drug, a cholecystokinin antagonist, a gastrointestinal drug, a delta-opioid receptor agonist and an opioid analgesic. It contains a (R)-proglumide and a (S)-proglumide. CCCN(CCC)C(=O)C(CCC(=O)O)NC(=O)C1=CC=CC=C1